COC1=C(C=CC=C1C1=NN(C=N1)C)NC1=NC(=NC=C1C(=O)N)NCC=1C=NN(C1)C 4-(2-Methoxy-3-(1-methyl-1H-1,2,4-triazol-3-yl)phenylamino)-2-((1-methyl-1H-pyrazol-4-yl)methylamino)pyrimidine-5-carboxamide